C(C)(=O)N1CCC(CC1)N(C(OC(C)(C)C)=O)CC=1C=CC(=NC1OC)C1=C(C(=NC=C1)Cl)Cl tert-butyl (1-acetylpiperidin-4-yl)((2',3'-dichloro-6-methoxy-[2,4'-bipyridin]-5-yl)methyl)carbamate